7-methoxy-2-((2-morpholinopyridin-4-yl)methyl)imidazo[1,2-c]quinazolin-5-amine COC1=CC=CC=2C=3N(C(=NC12)N)C=C(N3)CC3=CC(=NC=C3)N3CCOCC3